1-((5-cyclopentyl-1H-pyrazol-3-yl)amino)isoquinolin-7-ol C1(CCCC1)C1=CC(=NN1)NC1=NC=CC2=CC=C(C=C12)O